Cl.Cl.N(=NC(C(=N)N1CCCC1)(C)CC)C(C(N1CCCC1)=N)(C)CC 2,2'-azobis(1-imino-1-pyrrolidino-2-ethyl-propane)-dihydrochloride